C1(=C(C=CC=C1)C1=C(C2=C(OC3=C2C=CC=C3)C=C1)C1=C(C=CC=C1)C1=NN=NC(=C1C1=C(C=CC=C1)C1=CC=CC=C1)C1=CC=CC=C1)C1=CC=CC=C1 [(biphenylyl)dibenzofuranyl][phenyl(biphenylyl)triazinyl]benzene